1-Methyl-2-(6-trifluoromethyl-benzothiazol-2-ylamino)-1H-benzoimidazole-5-carboxylic acid [(R)-1-methyl-2-(4-methyl-piperazin-1-yl)-2-oxo-ethyl]-amide C[C@H](C(=O)N1CCN(CC1)C)NC(=O)C1=CC2=C(N(C(=N2)NC=2SC3=C(N2)C=CC(=C3)C(F)(F)F)C)C=C1